3-{[(5-fluoropyridin-2-yl)oxy]methyl}-4-methyl-2-[6-methyl-3-(pyrimidin-2-yl)pyridine-2-carbonyl]-2-azabicyclo[3.1.1]heptane FC=1C=CC(=NC1)OCC1N(C2CC(C1C)C2)C(=O)C2=NC(=CC=C2C2=NC=CC=N2)C